(1R,5S,6s)-6-(2-(5-chloropyridin-2-yl)-2-methylbenzo[d][1,3]dioxol-4-yl)-3-azabicyclo[3.1.0]hexane hydrochloride Cl.ClC=1C=CC(=NC1)C1(OC2=C(O1)C=CC=C2C2[C@@H]1CNC[C@H]21)C